5-((6-((4'-chloro-5,5-dimethyl-3,4,5,6-tetrahydro-[1,1'-biphenyl]-2-yl)methyl)-2,6-Diazaspiro[3.3]heptan-2-yl)methyl)-2-(2,6-dioxopiperidin-3-yl)isoindoline-1,3-dione ClC1=CC=C(C=C1)C1=C(CCC(C1)(C)C)CN1CC2(CN(C2)CC=2C=C3C(N(C(C3=CC2)=O)C2C(NC(CC2)=O)=O)=O)C1